C1(OC(C2C1C1C2C2C3C(C(OC3=O)=O)C1C=C2)=O)=O octahydro-4,8-ethenofuro[3',4':3,4]cyclobuta[1,2-f][2]benzofuran-1,3,5,7-tetrone